5-(((1r,3r)-3-(4-(2-(4-((2-(3,4-dimethylpiperazin-1-yl)pyrimidin-4-yl)Methoxy)phenyl)propan-2-yl)phenoxy)cyclobutyl)amino)-2-(2,6-dioxopiperidin-3-yl)isoindoline C[C@@H]1CN(CCN1C)C1=NC=CC(=N1)COC1=CC=C(C=C1)C(C)(C)C1=CC=C(OC2CC(C2)NC=2C=C3CN(CC3=CC2)C2C(NC(CC2)=O)=O)C=C1